1-[3-fluoro-5-(trifluoromethyl)phenyl]-3-[trans-4-(1H-pyrazolo[3,4-b]pyridin-5-yloxy)cyclohexyl]-2,4-imidazolidinedione FC=1C=C(C=C(C1)C(F)(F)F)N1C(N(C(C1)=O)[C@@H]1CC[C@H](CC1)OC=1C=C2C(=NC1)NN=C2)=O